FC=1C=C(C=C(C1CN1CCNCC1)OC)C=1C2=C(C(N(C1)C)=O)N(N=C2)CC2=CC=C(C=C2)OC 4-[3-fluoro-5-methoxy-4-(piperazin-1-ylmethyl)phenyl]-1-[(4-methoxyphenyl)methyl]-6-methyl-pyrazolo[3,4-C]pyridin-7-one